ICCC[Si](OCCCC)(OCCCC)OCCCC iodopropyltributoxysilane